C[C@@H]1NCC[C@]2(C1)OCCC1=C2SC(=C1C=O)C(F)(F)F (2'S,7R)-2'-methyl-2-(trifluoromethyl)spiro[4,5-dihydrothieno[2,3-c]pyran-7,4'-piperidine]-3-carbaldehyde